6-bromo-N2-(1-(8-fluoro-6-quinolinyl)ethyl)pyrazine-2,3-diamine BrC1=CN=C(C(=N1)NC(C)C=1C=C2C=CC=NC2=C(C1)F)N